FC=1C=C(C=CC1)C=1N=CC(=NC1)CN1N=CC2=CC(=CC(=C12)C(=O)O)C 1-((5-(3-fluorophenyl)pyrazin-2-yl)methyl)-5-methyl-1H-indazole-7-carboxylic acid